6-chloro-1-((5-(1-isopropyl-4-(trifluoromethyl)-1H-imidazol-2-yl)thiophen-2-yl)methyl)-1H-pyrazolo[3,4-d]pyrimidine ClC1=NC=C2C(=N1)N(N=C2)CC=2SC(=CC2)C=2N(C=C(N2)C(F)(F)F)C(C)C